Mono-azaborazine N1=BN=CC=C1